ClC=1C(=CC=C2N=CC(=NC12)C=1C=NN(C1)CC(=O)N1CC(CC1)(F)F)OC=1C=CC2=C(NC(=N2)C)C1F 2-(4-(8-chloro-7-((7-fluoro-2-methyl-1H-benzo[d]imidazol-6-yl)oxy)quinoxalin-2-yl)-1H-pyrazol-1-yl)-1-(3,3-difluoropyrrolidin-1-yl)ethanone